BrC1=C(C(=CC(=C1)OCOC)Cl)CCCCC=C 1-Bromo-3-chloro-2-(hex-5-en-1-yl)-5-(methoxymethoxy)benzene